Cl[P-](Cl)(Cl)(Cl)(Cl)Cl.Cl[P+](N=P(Cl)(Cl)Cl)(Cl)Cl trichloro[(trichlorophosphoranylidene)amino]phosphorus (V) hexachlorophosphate